O[C@@H]1CN(C[C@H]1O)C(CC1=CC=C(C=C1)NC(=O)NCC1=CC=C(C=C1)F)=O N-{4-[2-((3R,4R)-3,4-dihydroxypyrrolidinyl)-2-oxoethyl]phenyl}{[(4-fluorophenyl)methyl]amino}carboxamide